C12C(CC(CC1)C2)CC(=O)O bicyclo[2.2.1]heptan-2-ylacetic acid